IC1=CC=C(C=N1)N1C([C@@H](CCC1)NC(OC(C)(C)C)=O)=O tert-butyl (R)-(1-(6-iodopyridin-3-yl)-2-oxopiperidin-3-yl)carbamate